[W](O)(O)(O)O.[Co].[Ni] nickel-cobalt-tungsten hydroxide